1-Dimethylcarbamoylmethyl-5-hydroxy-6,10-dioxo-1,2,3,4,6,9,9a,10-octahydro-1,4a,8a-triaza-anthracene-7-carboxylic acid 4-fluoro-benzylamide FC1=CC=C(CNC(=O)C=2C(C(=C3C(N4CCCN(C4CN3C2)CC(N(C)C)=O)=O)O)=O)C=C1